C1(CC1)C1=CC(=NN1C1=CC=C(CNC2=C3NC=NC3=NC(=N2)C=2C(=NC=NC2OC)C2CC2)C=C1)C(F)(F)F N-(4-(5-cyclopropyl-3-(trifluoromethyl)-1H-pyrazol-1-yl)benzyl)-2-(4-cyclopropyl-6-methoxypyrimidin-5-yl)-7H-purin-6-amine